CC1(CC1)OC1=C(C(=NC=N1)NCC1=NC=CC=C1)[N+](=O)[O-] 6-(1-methylcyclopropoxy)-5-nitro-N-(pyridin-2-ylmethyl)pyrimidin-4-amine